1-methyl-2,4,8-trinitronaphthalene CC1=C(C=C(C2=CC=CC(=C12)[N+](=O)[O-])[N+](=O)[O-])[N+](=O)[O-]